CCC(CCC)P(C1=CC=CC=C1)C(CC)CCC di-(3-hexyl)phenylphosphine